Cl.Cl.C(CCCCCCCCC)=O decan-1-one dihydrochloride